1,1,2,3-Tetramethylguanidin CN(C(=NC)NC)C